N-[[1-[4-(pentafluoro-lambda6-sulfanyl)phenyl]-4-[rac-(1S)-1,2-dihydroxyethyl]pyrazolo[3,4-b]pyridin-3-yl]methyl]prop-2-enamide FS(C1=CC=C(C=C1)N1N=C(C=2C1=NC=CC2[C@@H](CO)O)CNC(C=C)=O)(F)(F)(F)F |r|